FC(C(=O)O)(F)F.C1(CCCC1)CC(=O)N1CC2=C(CC1)N=C(S2)N2C[C@H](NCC2)CO (S)-2-cyclopentyl-1-(2-(3-(hydroxymethyl)piperazin-1-yl)-6,7-dihydrothiazolo[5,4-c]pyridin-5(4H)-yl)ethan-1-one, trifluoroacetate salt